FC=1C=C(CC2=CC=C3CCN(CC3=C2)C(C=C)=O)C=CC1C(F)(F)F 1-(7-(3-fluoro-4-(trifluoromethyl)benzyl)-3,4-dihydroisoquinolin-2(1H)-yl)prop-2-en-1-one